COC(CN1N=CC2=CC=C(C(=C12)OC)NC(=O)OC(C)(C)C)=O (6-((tert-Butoxycarbonyl)amino)-7-methoxy-1H-indazol-1-yl)acetic acid methyl ester